FC1=CC(=CC2=C1CN([C@H](CO2)C2=CC=CC=C2)C(=O)C2(CCOCC2)C)C(=O)NO (S)-6-fluoro-N-hydroxy-4-(4-methyltetrahydro-2H-pyran-4-carbonyl)-3-phenyl-2,3,4,5-tetrahydrobenzo[f][1,4]oxazepine-8-carboxamide